tert-butyl (2-(1-(7-bromo-6,8-difluoro-2-(((2R,7aS)-2-fluorotetrahydro-1H-pyrrolizin-7a(5H)-yl)methoxy)quinazolin-4-yl)-3-hydroxypiperidin-3-yl)ethyl)carbamate BrC1=C(C=C2C(=NC(=NC2=C1F)OC[C@]12CCCN2C[C@@H](C1)F)N1CC(CCC1)(O)CCNC(OC(C)(C)C)=O)F